(R)-4-(5-(difluoromethyl)-1,3,4-thiadiazol-2-yl)-8-(5-(hydroxymethyl)-3,3-dimethylpiperazin-1-yl)-2-methyl-N-(1-methylcyclopropyl)quinazoline-6-sulfonamide S-ethyl-N-ethylthiocarbamate C(C)S=C(NCC)O.FC(C1=NN=C(S1)C1=NC(=NC2=C(C=C(C=C12)S(=O)(=O)NC1(CC1)C)N1CC(N[C@H](C1)CO)(C)C)C)F